Cl.Cl.C1(=CC=C(C=C1)C1=CC2=C(NC(=N2)CCN)C=C1)C 2-(5-(p-tolyl)-1H-benzo[d]imidazol-2-yl)ethan-1-amine dihydrochloride